C(C)(C)(C)N1N=C(C=C1NC1=CN=CC(=N1)OCC1CC(C1)NC(OC(C)(C)C)=O)[C@@H]1C[C@@H](CC1)O[Si](C)(C)C(C)(C)C tert-butyl ((1S,3r)-3-(((6-((1-(tert-butyl)-3-((1S,3R)-3-((tert-butyldimethylsilyl)oxy)cyclopentyl)-1H-pyrazol-5-yl)amino)pyrazin-2-yl)oxy)methyl)cyclobutyl)carbamate